N-[2-amino-5-(4-fluorophenyl)phenyl]-4-[(5-methyl-1H-imidazol-2-yl)sulfonyl]benzamide NC1=C(C=C(C=C1)C1=CC=C(C=C1)F)NC(C1=CC=C(C=C1)S(=O)(=O)C=1NC(=CN1)C)=O